C(\C=C\C1=CC=CC=C1)N1CCN(CC1)C(=O)C1=CC(=C(C=C1)OC(C)C)OC(C)C [4-[(E)-cinnamyl]piperazin-1-yl]-(3,4-diisopropoxy-phenyl)methanone